C(C)(C)(C)OC(NC(COC)C1=CC=CC2=CC=CC=C12)=O tert-butyl(2-methoxy-1-(naphthalen-1-yl)ethyl)carbamate